(5R)-N-((1R,2R,4S)-7-cyano-7-azabicyclo[2.2.1]heptan-2-yl)-1-(6-(1,1-difluoroethyl)-2-pyridinyl)-4,5,6,7-tetrahydro-1H-indazole-5-carboxamide C(#N)N1[C@H]2[C@@H](C[C@@H]1CC2)NC(=O)[C@H]2CC=1C=NN(C1CC2)C2=NC(=CC=C2)C(C)(F)F